1-(tert-butyl) 2-(1-ethoxy-3-(4-(ethoxycarbonyl) phenyl)-1,3-dioxopropan-2-yl) (2S)-pyrrolidine-1,2-dicarboxylate N1([C@@H](CCC1)C(=O)OC(C(=O)OCC)C(=O)C1=CC=C(C=C1)C(=O)OCC)C(=O)OC(C)(C)C